Br[O-].C(CCCCCCCCCCCCC)[N+](C)(C)C tetradecyl-trimethyl-ammonium hypobromite